CC1=C(C=CC=C1)N1CC(SCC1)=O 4-(methyl-phenyl)-2-thiomorpholinone